N1CC2(C=3C1=NC=C(C3)C=3C=C(C(=O)N(C)C)C=C(C3)CO)CC2 3-(1',2'-dihydrospiro[cyclopropane-1,3'-pyrrolo[2,3-b]pyridin]-5'-yl)-5-(hydroxymethyl)-N,N-dimethylbenzamide